(3-((4-(1,4-oxazepan-4-carbonyl)phenyl)carbamoyl)quinolin-6-yl)carbamic acid tert-butyl ester C(C)(C)(C)OC(NC=1C=C2C=C(C=NC2=CC1)C(NC1=CC=C(C=C1)C(=O)N1CCOCCC1)=O)=O